tin(II) taurate NCCS(=O)(=O)[O-].[Sn+2].NCCS(=O)(=O)[O-]